tert-butyl 2-(5-bromopyridin-3-yl)pyrrolidine-1-carboxylate BrC=1C=C(C=NC1)C1N(CCC1)C(=O)OC(C)(C)C